4-methyl-2-nitrophenyl N,P-diphenylphosphonamidate C1(=CC=CC=C1)NP(OC1=C(C=C(C=C1)C)[N+](=O)[O-])(=O)C1=CC=CC=C1